2-bromo-2,2-difluoro-N-[2',3',5',6,6'-pentafluoro-4-hydroxy-[1,1-biphenyl]-3-yl]acetamide BrC(C(=O)NC=1C=C(C(=CC1O)F)C1=C(C(=CC(=C1F)F)F)F)(F)F